4,4,4-Trifluorobutanimidamide FC(CCC(N)=N)(F)F